5-(4-chloro-3-(trifluoromethyl)phenyl)-3-(2-(3,3-difluoroazetidin-1-yl)-2-oxoethyl)thieno[3,4-d]pyrimidin-4(3H)-one ClC1=C(C=C(C=C1)C=1SC=C2N=CN(C(C21)=O)CC(=O)N2CC(C2)(F)F)C(F)(F)F